methyl 3-ethylsulfonylpyrazolo[1,5-a]pyridine-2-carboxylate C(C)S(=O)(=O)C=1C(=NN2C1C=CC=C2)C(=O)OC